3-cyclopropoxy-4-(N-(3,5-dicyclopropylbenzyl)-2-(N-((4-(trifluoromethyl)pyridin-3-yl)methyl)-(2,3,4,5,6-pentafluoro-phenyl)sulfonamido)acetamido)benzoic acid C1(CC1)OC=1C=C(C(=O)O)C=CC1N(C(CN(S(=O)(=O)C1=C(C(=C(C(=C1F)F)F)F)F)CC=1C=NC=CC1C(F)(F)F)=O)CC1=CC(=CC(=C1)C1CC1)C1CC1